1-tert-butyl-5-(chloromethyl)tetrazole C(C)(C)(C)N1N=NN=C1CCl